C(C=C)(=O)OC(C)CCCC 2-hexyl acrylate